(S)-1-Benzyl 2-tert-butyl 5-oxopiperidine-1,2-dicarboxylate O=C1CC[C@H](N(C1)C(=O)OCC1=CC=CC=C1)C(=O)OC(C)(C)C